FC(COC1=CC=C(C=C1)C1CN(C1)C(=O)OC(C)(C)C)(F)F tert-Butyl 3-[4-(2,2,2-trifluoroethoxy)phenyl]azetidine-1-carboxylate